CN(C(=O)C=1C=NC(=CC1)C1=CC(=C(C=C1)N(C(CC)=O)C)C)CC=1C=NC=CC1 N-methyl-6-[3-methyl-4-[methyl(propanoyl)amino]phenyl]-N-(3-pyridylmethyl)pyridine-3-carboxamide